2,4,6-tris(4-carboxyphenoxy)-1,3,5-triazine C(=O)(O)C1=CC=C(OC2=NC(=NC(=N2)OC2=CC=C(C=C2)C(=O)O)OC2=CC=C(C=C2)C(=O)O)C=C1